tert-butyl (S)-(7-(trifluoromethyl)isochroman-4-yl)carbamate FC(C1=CC=C2[C@@H](COCC2=C1)NC(OC(C)(C)C)=O)(F)F